[Au].C=1C=CN2C3=C4N(C=CC=C4C=CC13)C2 imidazo[1,5,4,3-lmn][1,10]phenanthroline gold